(S)-(2-(2-hydroxyphenyl)-5,6,6a,7,9,10-hexahydro-8H-pyrazino[1',2':4,5]pyrazino[2,3-c]pyridazin-8-yl)(2,6-diazaspiro[3.3]heptan-2-yl)methanone OC1=C(C=CC=C1)C=1C=C2C(=NN1)NC[C@@H]1N2CCN(C1)C(=O)N1CC2(C1)CNC2